C(OC1=CC=C(C=C1)[N+](=O)[O-])(OCCCC(C)=O)=O 4-Nitrophenyl (4-Oxopentyl) Carbonate